OC=1C=C(C=CC1)C1=C(C=CC=C1)CCC(=O)N1CCN(CC1)C1=CC=C(N=N1)C(=O)NCCC 6-[4-[3-[2-(3-Hydroxyphenyl)phenyl]propanoyl]piperazin-1-yl]-N-propylpyridazine-3-carboxamide